OCC=1C=C(C=CC1)C=1C=C2C(=CNC2=CC1)NC(=O)NC1=CC=C(C=C1)C(F)(F)F 1-(5-(3-(hydroxymethyl)phenyl)-1H-indol-3-yl)-3-(4-(trifluoromethyl)phenyl)urea